C(C1=CC=CC=C1)OCC1=NN(C(N1CC)=O)C1=NC=2C(=CN(C(C2C=C1F)=O)C1=C(C=CC=C1)C)C(=C)C(F)(F)F 2-(3-((benzyloxy)methyl)-4-ethyl-5-oxo-4,5-dihydro-1H-1,2,4-triazol-1-yl)-3-fluoro-6-(o-tolyl)-8-(3,3,3-trifluoroprop-1-en-2-yl)-1,6-naphthyridin-5(6H)-one